BrCC(C(=O)O)(CCC)C 2-(bromomethyl)-2-methylpentanoic acid